N-(2,4-dimethoxybenzyl)-3-(1H-pyrazol-4-yl)imidazo[1,2-a]pyrazin-8-amine COC1=C(CNC=2C=3N(C=CN2)C(=CN3)C=3C=NNC3)C=CC(=C1)OC